3,7,8-trihydroxy-2-(4-hydroxyphenyl)-4H-1-benzopyran-4-one OC1=C(OC2=C(C1=O)C=CC(=C2O)O)C2=CC=C(C=C2)O